CN(C)C=C1C(CCC1)=C(C#N)C#N 2-(((dimethylamino)methylene)cyclopentylidene)malononitrile